methyl 3-bromo-1-(2-((tert-butoxycarbonyl)amino)-1-cyclobutylethyl)-1H-pyrazole-5-carboxylate BrC1=NN(C(=C1)C(=O)OC)C(CNC(=O)OC(C)(C)C)C1CCC1